N-(4-chloro-3-methoxyphenyl)-3-{4-[6-(hydroxymethyl)pyridin-3-yl]-2-oxo-2,3-dihydro-1H-1,3-benzodiazol-1-yl}-(endo)-8-azabicyclo[3.2.1]octane-8-carboxamide ClC1=C(C=C(C=C1)NC(=O)N1C2CC(CC1CC2)N2C(NC1=C2C=CC=C1C=1C=NC(=CC1)CO)=O)OC